CCCC(CCCCC)OSOC(CCC)CCCCC 1-methyl-3-octyl-oxysulfide